O=CC(C)N([C@@H](CS)C(=O)OCC=1N=C2C(=NC1N1CCC3([C@@H]([C@@H](OC3)C)N)CC1)NN=C2C#CC2=C(C(=CC=C2)OC)F)C(C)=O (6-((3S,4S)-4-amino-3-methyl-2-oxa-8-azaspiro[4.5]decan-8-yl)-3-((2-fluoro-3-methoxyphenyl)ethynyl)-1H-pyrazolo[3,4-b]pyrazin-5-yl)methanol 1-oxopropan-2-yl-acetyl-L-cysteinate